4-(3-(4-Aminophenyl)imidazo[1,2-a]pyridin-7-yl)-3,6-dihydropyridine-1(2H)-carboxylate NC1=CC=C(C=C1)C1=CN=C2N1C=CC(=C2)C=2CCN(CC2)C(=O)[O-]